C1(=CC=CC2=CC=C3C=C4C=CC=CC4=CC3=C12)C=COCCOCCOCCOC=C 14-tetraphenyl-3,6,9,12-tetraoxatetradec-1,13-diene